C(C)(C)(C)OC(=O)N1C(CCCC1)C(C=1N=NC(=C(C1)C)C1=C(C=C(C=C1)C(F)(F)F)O)O.BrC1=CC=CC=2N(C3=CC=CC=C3C12)C1=CC=C(C=C1)C(C)(C)C 4-bromo-9-(4-tert-butylphenyl)carbazole tert-butyl-2-(hydroxy(6-(2-hydroxy-4-(trifluoromethyl)phenyl)-5-methylpyridazin-3-yl)methyl)piperidine-1-carboxylate